C[C@@H]1O[C@H](CN(C1)C1=NC(=C2N1C1=CC(=CC=C1N=C2)C=2C=CC(=NC2)OCCCN(C)C)C)C 3-((5-(1-((2S,6S)-2,6-dimethylmorpholino)-3-methylimidazo[1,5-a]quinoxalin-8-yl)pyridin-2-yl)oxy)-N,N-dimethylpropan-1-amine